C(CCCCC(=O)OCC(COC(=O)C12CC(C1)(C2)C(F)(F)F)(COC(CCCCC(=O)OCC\C=C/CCCCC)=O)CO)(=O)OCC\C=C/CCCCC O6-[2-(hydroxymethyl)-2-[[6-[(Z)-non-3-enoxy]-6-oxo-hexanoyl]oxymethyl]-3-[3-(trifluoromethyl)bicyclo[1.1.1]pentane-1-carbonyl]oxy-propyl] O1-[(Z)-non-3-enyl] hexanedioate